FC(C1=NN(C=C1NC(=O)C=1C=NN2C1N=C(C=C2)N2C1CO[C@@H](C2)C1)C1=CC=C(C(=O)O)C=C1)F 4-[3-(difluoromethyl)-4-[[5-[(1R)-2-oxa-5-azabicyclo[2.2.1]heptan-5-yl]pyrazolo[1,5-a]pyrimidine-3-carbonyl]amino]pyrazol-1-yl]benzoic acid